3-(5-((4-(4-(4-((9-cyclopentyl-8-(phenylamino)-9H-purin-2-yl)amino)phenyl)piperazin-1-yl)piperidin-1-yl)methyl)-1-oxoisoindolin-2-yl)piperidine-2,6-dione C1(CCCC1)N1C2=NC(=NC=C2N=C1NC1=CC=CC=C1)NC1=CC=C(C=C1)N1CCN(CC1)C1CCN(CC1)CC=1C=C2CN(C(C2=CC1)=O)C1C(NC(CC1)=O)=O